N1C=CC2=CC(=CC=C12)C(=O)[O-] 1H-indole-5-carboxylate